FC1=C(C=CC(=C1)F)[C@@H]1NCCC2=CC=CC=C12 |r| racemic-1-(2,4-difluorophenyl)-1,2,3,4-tetrahydroisoquinoline